FC1=CC=C2C3(CN(C2=C1)C)CCCCC3 6'-fluoro-r-methylspiro[cyclohexane-1,3'-indolin]